8-bromo-2-methyl-2H-benzo[b][1,4]oxazin-3(4H)-one BrC1=CC=CC2=C1OC(C(N2)=O)C